C1(CCCC1)NC=1C2=C(N=C(N1)C1=CC=NC=C1)C=NC=C2 N-cyclopentyl-2-(pyridin-4-yl)pyrido[3,4-d]pyrimidine-4-amine